NC1=NC=NN2C1=C(C=C2C=2C=CC(=C(C(=O)N[C@@H]1CN(C[C@@H]1F)C(=O)C1CC(C1)F)C2)CC)C(F)(F)F 5-[4-amino-5-(trifluoromethyl)pyrrolo[2,1-f][1,2,4]triazin-7-yl]-2-ethyl-N-[(3R,4S)-4-fluoro-1-(3-fluorocyclobutanecarbonyl)pyrrolidin-3-yl]benzamide